N-(3-chlorophenyl)-N-(2-hydroxyethyl)-3-{3-(4-methoxyphenyl)-1,2,4-oxadiazol-5-yl}propanamide ClC=1C=C(C=CC1)N(C(CCC1=NC(=NO1)C1=CC=C(C=C1)OC)=O)CCO